OC1=CC=C(C=C1)C(C1=CC=CC=C1)(C1=CC=CC=C1)C1=CC=C(C=C1)O bis-(4-hydroxyphenyl)diphenylmethane